ethyl 3-(((((1R,2S,5R)-2-carbamoyl-7-oxo-1,6-diazabicyclo[3.2.1]oct-6-yl) oxy) sulfonyl) oxy)-2,2-dimethylpropionate C(N)(=O)[C@H]1N2C(N([C@H](CC1)C2)OS(=O)(=O)OCC(C(=O)OCC)(C)C)=O